1-naphthol-d7 C1(=C(C(=C(C2=C(C(=C(C(=C12)[2H])[2H])[2H])[2H])[2H])[2H])[2H])O